(5-chloro-2-(4-chlorothiazol-5-yl)-4-fluorophenyl)methanol ClC=1C(=CC(=C(C1)CO)C1=C(N=CS1)Cl)F